NC=1C=2N(C3=CC(=C(C=C3N1)Cl)C(=O)N(CC=1N=C3N(C=C(C=C3)C(F)(F)F)C1)C=1C=NN(C1)C)C(=NC2)C 4-amino-7-chloro-1-methyl-N-(1-methyl-1h-pyrazol-4-yl)-N-((6-(trifluoromethyl)imidazo[1,2-a]pyridin-2-yl)methyl)imidazo[1,5-a]quinoxaline-8-carboxamide